5-((6-bromo-3-isopropyl-3H-imidazo[4,5-c]pyridin-4-yl)amino)-2-chloro-3,4-difluorobenzoic acid BrC1=CC2=C(C(=N1)NC=1C(=C(C(=C(C(=O)O)C1)Cl)F)F)N(C=N2)C(C)C